5-(2-chloro-5-(isobutyrylaminomethyl)benzoylamino)-1-(2,2,2-trifluoroethyl)-N-(3-(trifluoromethyl)phenyl)-1H-indole-2-carboxamide ClC1=C(C(=O)NC=2C=C3C=C(N(C3=CC2)CC(F)(F)F)C(=O)NC2=CC(=CC=C2)C(F)(F)F)C=C(C=C1)CNC(C(C)C)=O